1,3,4-Oxadiazolsulfonamid O1C(=NN=C1)S(=O)(=O)N